O=C1C=CC(=CN1)CN1CC2(CN(C2)C(=O)OC(C)(C)C)C1 tert-butyl 6-[(6-oxo-1H-pyridin-3-yl)methyl]-2,6-diazaspiro[3.3]heptane-2-carboxylate